Cl.CN1N=CC(=C1C)C1=C(N=C(C=2N1N=CC2)N2CCC1(CC2)[C@@H](C2=C(C=NC(=C2)C)C1)N)C (5S)-1'-[7-(1,5-dimethylpyrazol-4-yl)-6-methyl-pyrazolo[1,5-a]pyrazin-4-yl]-3-methyl-spiro[5,7-dihydrocyclopenta[c]pyridine-6,4'-piperidine]-5-amine hydrochloride